2-[[1-(4-chloro-2-methyl-pyrazol-3-yl)cyclopropanecarbonyl]amino]-4-[2-(1-methylcyclopropoxy)ethyl-[4-(5,6,7,8-tetrahydro-1,8-naphthyridin-2-yl)butyl]amino]butanoic acid ClC1=C(N(N=C1)C)C1(CC1)C(=O)NC(C(=O)O)CCN(CCCCC1=NC=2NCCCC2C=C1)CCOC1(CC1)C